methyl (1r,4r)-4-(3-bromoanilino)-2'-{3-[(thieno[3,2-b]pyridin-7-yl)oxy]propyl}spiro[cyclohexane-1,1'-indene]-4-carboxylate BrC=1C=C(NC2(CCC3(C(=CC4=CC=CC=C34)CCCOC3=C4C(=NC=C3)C=CS4)CC2)C(=O)OC)C=CC1